C(N)(=O)[C@H]1N(C[C@@]2(C1)C(NCCC2)=O)C(=O)OC(C)(C)C t-butyl (3S,5R)-3-carbamoyl-6-oxo-2,7-diazaspiro[4.5]decane-2-carboxylate